C(C)(=O)SC#N acetic acid, thiocyanate